5-(3,6-dihydro-2H-pyran-4-yl)-2-methoxybenzenesulfonamide O1CCC(=CC1)C=1C=CC(=C(C1)S(=O)(=O)N)OC